Cl.NC/C(/CN1N=CN(C1=O)CC=1SC(=CC1)C1=CC=2C(=NON2)C=C1)=C/F 2-[(2Z)-2-(aminomethyl)-3-fluoroprop-2-en-1-yl]-4-{[5-(2,1,3-benzoxadiazol-5-yl)thiophen-2-yl]methyl}-2,4-dihydro-3H-1,2,4-triazol-3-one hydrochloride